NC1=NC=C(C2=C1C(=NN2C)C2=CC(=C(C=C2)NS(=O)(=O)C(F)F)O[C@@H](C)C2=CC=C(C=C2)F)C#N N-(4-{4-amino-7-cyano-1-methyl-1H-pyrazolo[4,3-c]pyridin-3-yl}-2-[(1S)-1-(4-fluorophenyl)ethoxy]phenyl)-1,1-difluoromethanesulfonamide